4-Fluoro-2-((1-methylethyl)sulfonamido)-N-(4-(pyridin-3-yl)thiazol-2-yl)benzamide FC1=CC(=C(C(=O)NC=2SC=C(N2)C=2C=NC=CC2)C=C1)NS(=O)(=O)C(C)C